Rac-(3aR,4R,6aR)-4-methyl-1-(5-(pyridin-4-yl)oxazole-2-carbonyl)hexahydropyrrolo[3,4-b]pyrrole-5(1H)-carboxylic acid tert-butyl ester C(C)(C)(C)OC(=O)N1C[C@@H]2N(CC[C@@H]2[C@H]1C)C(=O)C=1OC(=CN1)C1=CC=NC=C1 |r|